C1(CCCCC1)NC(CC[C@@H]1NC([C@@H]2CC3=C(NC=4C=C(C=CC34)OC)[C@@H](N2C1=O)CC(C)C)=O)=O N-cyclohexyl-3-((3S,6S,12aS)-6-isobutyl-9-methoxy-1,4-dioxo-1,2,3,4,6,7,12,12a-octahydropyrazino[1',2':1,6]pyrido[3,4-b]indol-3-yl)propanamide